OC1=C(C(C(C(=C1CC=C(C)C)O)(CC=C(C)C)O)=O)C(CC(C)C)=O 3,5,6-trihydroxy-2-(3-methyl-1-oxobutyl)-4,6-diprenylcyclohexa-2,4-dien-1-one